CC(=O)C1=CC=C(C=C1)S(=O)(=O)C 4-Methylsulfonyl-acetophenone